Cl.FC1(CNCCC1O)F 3,3-difluoropiperidin-4-ol HCl